CN1N=CC(=C1)C1=NC=C(C(=N1)N1[C@@H]2CN([C@@H](C1)C2)S(=O)(=O)CCC)C#N 2-(1-methyl-1H-pyrazol-4-yl)-4-[(1S,4R)-5-(propylsulfonyl)-2,5-diazabicyclo[2.2.1]hept-2-yl]pyrimidine-5-carbonitrile